Imidazol-2-one hydrochloride Cl.N=1C(N=CC1)=O